ethyl 2-(7-(hydroxymethyl)-4,5-dihydro-2H-benzo[e]indazol-2-yl)-3-methylbutanoate OCC1=CC2=C(C3=CN(N=C3CC2)C(C(=O)OCC)C(C)C)C=C1